3-[(3-Aminopropylamino)methyl]-N-[4-[4-[6-chloro-4-(trifluoromethyl)-2-pyridyl]piperazin-1-yl]sulfonylphenyl]benzamide NCCCNCC=1C=C(C(=O)NC2=CC=C(C=C2)S(=O)(=O)N2CCN(CC2)C2=NC(=CC(=C2)C(F)(F)F)Cl)C=CC1